3-bromo-5-cyclobutyl-4H-1,2,4-triazole BrC1=NN=C(N1)C1CCC1